OCCOCCOC(C(C1=CC=CC=C1)=O)=O oxo-phenyl-acetic acid 2-[2-hydroxy-ethoxy]-ethyl ester